ClC1=NC=NC2=CC(=C(C=C12)NC1CCN(CC1)C(C=C)=O)OCC 1-(4-((4-chloro-7-ethoxyquinazolin-6-yl)amino)piperidin-1-yl)prop-2-en-1-one